Methyl 3-chloro-6-(2-chloro-4-((hydroxyimino) methyl) phenyl)picolinate ClC=1C(=NC(=CC1)C1=C(C=C(C=C1)C=NO)Cl)C(=O)OC